CS(=O)(=O)OC1CC(C1)C=1SC(=C(N1)C(F)(F)F)C1=NC(=NC=C1F)NC1CCN(CC1)S(=O)(=O)C [3-[5-[5-fluoro-2-[(1-methylsulfonyl-4-piperidyl) amino] pyrimidin-4-yl]-4-(trifluoromethyl) thiazol-2-yl] cyclobutyl] methanesulfonate